tert-butyl 2-(3-(tert-butoxycarbonyl)-3-azabicyclo[4.1.0]heptan-6-yl)-5-(7,8-dimethyl-[1,2,4]triazolo[1,5-a]pyridin-6-yl)-4-isopropyl-3-methyl-6H-thieno[2,3-b]pyrrole-6-carboxylate C(C)(C)(C)OC(=O)N1CC2CC2(CC1)C1=C(C2=C(N(C(=C2C(C)C)C=2C(=C(C=3N(C2)N=CN3)C)C)C(=O)OC(C)(C)C)S1)C